FC1=C(/C=C/C=2C=NC(=NC2)NC(=O)N2CCCC3=CC=C(N=C23)C(OC)OC)C(=C(C=C1OC)OC)F (E)-N-(5-(2,6-difluoro-3,5-dimethoxystyryl)pyrimidin-2-yl)-7-(dimethoxymethyl)-3,4-dihydro-1,8-naphthyridine-1(2H)-carboxamide